N-(4-(4-amino-7-formylpyrrolo[2,1-f][1,2,4]triazin-5-yl)phenyl)-1-isopropyl-2,4-dioxo-3-phenyl-1,2,3,4-tetrahydropyrimidine-5-carboxamide NC1=NC=NN2C1=C(C=C2C=O)C2=CC=C(C=C2)NC(=O)C=2C(N(C(N(C2)C(C)C)=O)C2=CC=CC=C2)=O